(S)-1-oxo-3-phenyl-1-((S)-2-((S)-1-phenyl-2-(pyridin-2-yl)ethylcarbamoyl)pyrrolidin-1-yl)propan-2-ylcarbamic acid tert-butyl ester C(C)(C)(C)OC(N[C@H](C(N1[C@@H](CCC1)C(N[C@@H](CC1=NC=CC=C1)C1=CC=CC=C1)=O)=O)CC1=CC=CC=C1)=O